C1(=CC=CC=C1)P([O-])=O phenylphosphinate